O[C@@H]1C[C@H](C1)CNC(O[C@@H]1C[C@@H](CC1)C1=CC(=NN1)NC(CC1=CC(=CC(=C1)F)F)=O)=O (1S,3R)-3-(3-{[(3,5-difluorophenyl)acetyl]-amino}-1H-pyrazol-5-yl)-cyclopentyl [(trans-3-hydroxycyclobutyl)meth-yl]carbamate